(E)-5-fluoro-N-(3-(2-(pyridin-2-yl)vinyl)-1H-indazol-5-yl)pyridine-3-sulfonamide FC=1C=C(C=NC1)S(=O)(=O)NC=1C=C2C(=NNC2=CC1)\C=C\C1=NC=CC=C1